1-(4-((4-((5-(5-fluorofuran-2-yl)-2-methoxyphenyl)amino)-7-methoxyquinazolin-6-yl)oxy)piperidine-1-yl)prop-2-en-1-one FC1=CC=C(O1)C=1C=CC(=C(C1)NC1=NC=NC2=CC(=C(C=C12)OC1CCN(CC1)C(C=C)=O)OC)OC